FC(C1=C(C(=O)N)C=CC=N1)(F)F 2-(trifluoromethyl)nicotinamid